FC1=CC=CC(=N1)N1CCC(CC1)NC(C1=CC=C(C=C1)C1=NC=CC2=C1C=CO2)=O N-[1-(6-fluoropyridin-2-yl)piperidin-4-yl]-4-(furo[3,2-c]pyridin-4-yl)benzamide